5-((dimethylamino)methyl)furan-2-carboxylic acid CN(C)CC1=CC=C(O1)C(=O)O